tert-butyl (R)-(5-(4-chloro-3-((1-(4-(2-cyclopropoxyphenyl)pyridin-3-yl)cyclopropoxy)methyl)phenyl)hexyl)carbamate ClC1=C(C=C(C=C1)[C@@H](CCCCNC(OC(C)(C)C)=O)C)COC1(CC1)C=1C=NC=CC1C1=C(C=CC=C1)OC1CC1